tert-butyl-2-(3-((tertbutyldimethylsilyl)oxy)cyclohexyl)hydrazine C(C)(C)(C)NNC1CC(CCC1)O[Si](C)(C)C(C)(C)C